2-(2,5-dichlorophenyl)-N-(5-oxo-1-chinolin-8-ylpyrrolidin-3-yl)acetamid ClC1=C(C=C(C=C1)Cl)CC(=O)NC1CN(C(C1)=O)C=1C=CC=C2C=CC=NC12